C(C)N1C(CCC1)CNC(C=1C(=CCC(C1)=S(=O)=O)OC)=O N-[(1-ethyl-2-pyrrolidinyl)methyl]-2-methoxy-5-sulfonyl-benzamide